1-(oxolan-2-yl)-3,8-diazabicyclo[3.2.1]octane-8-carboxylate O1C(CCC1)C12CNCC(CC1)N2C(=O)[O-]